(2S)-4-[[5-chloro-2-methyl-3-[(5-morpholin-3-yl-1,3,4-oxadiazol-2-yl)amino]phenyl]methyl]-2-methyl-piperazine-1-carboxylic acid isopropyl ester C(C)(C)OC(=O)N1[C@H](CN(CC1)CC1=C(C(=CC(=C1)Cl)NC=1OC(=NN1)C1NCCOC1)C)C